ClCC1=C(C(=C(CO)C(=C1F)F)F)F 4-(chloromethyl)-2,3,5,6-tetrafluorobenzyl alcohol